Benzyl((R)-1-((2S,5R,6R)-5-azido-6-(((1R,2R,3S,4R,6S)-4,6-diazido-2,3-dihydroxycyclohexyl)oxy)tetrahydro-2H-pyran-2-yl)propyl)(benzyl)carbamate C(C1=CC=CC=C1)OC(N(CC1=CC=CC=C1)[C@H](CC)[C@H]1O[C@@H]([C@@H](CC1)N=[N+]=[N-])O[C@H]1[C@@H]([C@H]([C@@H](C[C@@H]1N=[N+]=[N-])N=[N+]=[N-])O)O)=O